N1(C=CC=2C1=NC=CC2)C2=NC(=NC=C2)NC=2C(=CC(=C(C2)NC(\C=C\CN2CC1(CC1)C(C2)O)=O)NC)OC (E)-N-(5-((4-(1H-pyrrolo[2,3-b]pyridin-1-yl)pyrimidin-2-yl)amino)-4-methoxy-2-(methylamino)phenyl)-4-(7-hydroxy-5-azaspiro[2.4]heptan-5-yl)but-2-enamide